C(C(N)N)C(=O)O 3-Diaminopropionic Acid